(mesitylenesulfonyl)hydroxylamine C1(=C(C(=CC(=C1)C)C)S(=O)(=O)NO)C